NC=1C=C(C#N)C=CC1N 3,4-Diaminobenzonitrile